C(C1=CC=CC=C1)N1C=C(C(C(=C1)C(=O)NC1CC1)=O)C(=O)N(CC=1SC=C(N1)C1=CC=CC=C1)C 1-benzyl-N'-cyclopropyl-N-methyl-4-oxo-N-[(4-phenyl-1,3-thiazol-2-yl)methyl]-1,4-dihydro-3,5-pyridinedicarboxamide